C(#N)[C@@H](C[C@H]1C(NCCC1)=O)NC(=O)[C@@H]1N(C[C@H]2[C@@H]1CC(C2)(F)F)C(=O)C=2NC1=C(C(=CC(=C1C2)F)C)Cl (1R,3aR,6aS)-N-((R)-1-cyano-2-((S)-2-oxopiperidin-3-yl)ethyl)-2-(4-fluoro-6-methyl-7-chloro-1H-indole-2-carbonyl)-5,5-difluorooctahydrocyclopenta[c]pyrrole-1-carboxamide